(2S,5S)-5-(4-chlorobenzyl)-2-methyl-morpholine ClC1=CC=C(C[C@H]2CO[C@H](CN2)C)C=C1